1,2-DIFLUORO-3-ISOCYANO-BENZENE FC1=C(C(=CC=C1)[N+]#[C-])F